(S)-1-Amino-2-(1-(but-2-ynoyl)piperidin-2-yl)-4-(4-((4-methoxy-pyridin-2-yl)carbamoyl)phenyl)-1H-imidazol-5-carboxamid NN1C(=NC(=C1C(=O)N)C1=CC=C(C=C1)C(NC1=NC=CC(=C1)OC)=O)[C@H]1N(CCCC1)C(C#CC)=O